9-(1,3-diacetoxy-2-propoxymethyl)-N2-acetyl-guanine C(C)(=O)OCC(COC(C)=O)OCN1C=2N=C(NC(C2N=C1)=O)NC(C)=O